NC1=CC=C(C(=N1)C1=C(C=C2C(=NC=NC2=C1)N1CCN(CC1)C(C=C)=O)S(=O)(=O)C)C(F)(F)F 1-[4-[7-[6-amino-3-(trifluoromethyl)-2-pyridinyl]-6-methylsulfonyl-quinazolin-4-yl]Piperazin-1-yl]Prop-2-en-1-one